(N-[4-Amino-5-[4-[2-[benzyl(methyl)amino]-2-oxoethoxy]benzoyl]thiazol-2-yl]-4-fluoroanilino)propanamid NC=1N=C(SC1C(C1=CC=C(C=C1)OCC(=O)N(C)CC1=CC=CC=C1)=O)N(C1=CC=C(C=C1)F)C(C(=O)N)C